C1(CC1)C=1N=CC=2C3=C(C=C(C2C1)S(=O)(=O)NCC(C)C)CCC3NC3=NS(N=C3NCC)(=O)=O 3-cyclopropyl-9-[[4-(ethylamino)-1,1-dioxo-1,2,5-thiadiazol-3-yl]amino]-N-(2-methylpropyl)-8,9-dihydro-7H-cyclopenta[h]isoquinoline-5-sulfonamide